S1C(=CC=C1)S(=O)(=S)N thiothiophene-2-sulfonamide